N-(3-Chloro-4-(trifluoromethyl)phenyl)-6-(methylsulfonyl)-3,4-dihydroisoquinoline ClC=1C=C(C=CC1C(F)(F)F)N1CC2=CC=C(C=C2CC1)S(=O)(=O)C